(trichloromethyl)triphenylphosphine chloride [Cl-].ClC(Cl)(Cl)C1=C(C=CC=C1)P(C1=CC=CC=C1)C1=CC=CC=C1